N-(4-(chlorodifluoromethoxy)phenyl)-7-cyano-1-isopropyl-1H-benzo[d]Imidazole-5-carboxamide ClC(OC1=CC=C(C=C1)NC(=O)C1=CC2=C(N(C=N2)C(C)C)C(=C1)C#N)(F)F